(3R,4R)-4-amino-5-fluorochroman-3-ol N[C@H]1[C@H](COC2=CC=CC(=C12)F)O